ClC1=CC(=C(C=C1)C1(OC2=C(O1)C=CC=C2C2=CC=C(S2)CC2=NC1=C(N2CCOC)C=C(C=C1)C(=O)OC)C)F Methyl 2-((5-(2-(4-chloro-2-fluorophenyl)-2-methylbenzo[d][1,3]dioxol-4-yl)thiophen-2-yl)methyl)-1-(2-methoxyethyl)-1H-benzo[d]imidazole-6-carboxylate